(2r,4s)-2-[2-(2,5-Dimethylphenyl)-7-azaspiro[3.5]nonane-7-carbonyl]-5-azaspiro[3.4]octan CC1=C(C=C(C=C1)C)C1CC2(C1)CCN(CC2)C(=O)C2CC1(C2)NCCC1